CN(C1C(=C(C(O1)=O)C(=O)C1=CC=C(C=C1)C)C(C1=CC=C(C=C1)C)=O)C 5-(dimethylamino)-4-(4-methylbenzoyl)-3-(p-toluoyl)furan-2(5H)-one